1-ethyl-6,7,8-trifluoro-1,4-dihydro-4-oxo-3-quinolinecarboxylic acid C(C)N1C=C(C(C2=CC(=C(C(=C12)F)F)F)=O)C(=O)O